C(#N)[C@H]1[C@@H](COCC1)N1N=C(C(=C1)C(=O)N)NC1=CC(=C(C=C1)OCOCC[Si](C)(C)C)C#C 1-(trans-4-cyanotetrahydro-2H-pyran-3-yl)-3-[3-ethynyl-4-(2-trimethylsilylethoxymethoxy)anilino]pyrazole-4-carboxamide